(4S)-4-((S)-2-acetamidopropanamido)-5-(((2S)-1-(2-carbamoylpyrrolidin-1-yl)-4-(methylthio)-1-oxobutan-2-yl)amino)-5-oxopentanoic acid C(C)(=O)N[C@H](C(=O)N[C@@H](CCC(=O)O)C(=O)N[C@H](C(=O)N1C(CCC1)C(N)=O)CCSC)C